N1=NC=NN=C1 1,2,4,5-Tetrazin